C(C1=CC=CC=C1)N(C(C1=CC=CC=C1)=O)CC1=CC=CC=C1 N,N-dibenzylbenzamide